ClC=1C=CC=C2C=CC=C(C12)C1=CCC2=C(N=C(N=C2N2CCN(CC2)C(=O)OC(C)(C)C)OC[C@H]2N(CCC2)C)O1 tert-butyl (S)-4-(7-(8-chloronaphthalen-1-yl)-2-((1-methylpyrrolidin-2-yl)methoxy)-5H-pyrano[2,3-d]pyrimidin-4-yl)piperazine-1-carboxylate